CC=1C=C(CCC(=O)O)C=C(C1O)C(C)(C)C 3-methyl-5-tert-butyl-4-hydroxyhydrocinnamic acid